2-(3-(6-(4-((1-(3-fluoropropyl)azetidin-3-yl)methyl)phenyl)-3,8,9,10-tetrahydrocyclohepta[e]indol-7-yl)phenyl)ethan-1-ol FCCCN1CC(C1)CC1=CC=C(C=C1)C1=C(CCCC=2C=3C=CNC3C=CC21)C=2C=C(C=CC2)CCO